COC(=O)C1=CC=NC2=CC(=CC=C12)NC(=O)OC(C)(C)C 7-((tert-butoxycarbonyl)amino)quinoline-4-carboxylic acid methyl ester